ClC1=C(C=CC=C1F)C1=C(C2=C(N=C(N=C2)S(=O)(=O)C)N(C1=O)C)C#C[Si](C(C)C)(C(C)C)C(C)C 6-(2-chloro-3-fluorophenyl)-2-methanesulfonyl-8-methyl-5-[2-(triisopropylsilyl)ethynyl]pyrido[2,3-d]pyrimidin-7-one